6-chloro-3-fluoro-7-hydroxyacenaphthylen-1(2H)-one ClC1=C2C=CC(=C3CC(C(C=C1O)=C32)=O)F